3-(3,3-difluorocyclobutyl)-N-methyl-1-(3-(2-methylthiazol-5-yl)isoquinolin-8-yl)-5,6-dihydroimidazo[1,5-a]pyrazine-7(8H)-carboxamide FC1(CC(C1)C1=NC(=C2N1CCN(C2)C(=O)NC)C=2C=CC=C1C=C(N=CC21)C2=CN=C(S2)C)F